benzyl (N,N-dimethylsulfamoyl)-3,4,5,6-tetrafluorobenzoate CN(S(=O)(=O)C1=C(C(=O)OCC2=CC=CC=C2)C(=C(C(=C1F)F)F)F)C